C(C1=CC=CC=C1)OCC1OCC2=C1C(=NC=1C=CC(=CC21)C(=O)OC)N2C(C1=CC=CC=C1C2=O)=O methyl 3-((benzyloxy)methyl)-4-(1,3-dioxoisoindolin-2-yl)-1,3-dihydrofuro[3,4-c]quinoline-8-carboxylate